FC1=C(C=C(C=C1)C(C=1C(=C2C=CNC2=C(C1F)F)F)O)C=1NC=C(N1)C1(CCOC2=C(C=CC=C12)CCC(=O)O)C 3-[4-[2-[2-fluoro-5-[hydroxy-(4,6,7-trifluoro-1H-indol-5-yl)methyl]phenyl]-1H-imidazol-4-yl]-4-methyl-chroman-8-yl]propanoic acid